6-(4-chlorobenzyl)-9-isopropyl-2-(2-methyl-pyridin-4-yl)-2,6,9-triazaspiro[4.5]decane-7,10-dione ClC1=CC=C(CN2C3(CCN(C3)C3=CC(=NC=C3)C)C(N(CC2=O)C(C)C)=O)C=C1